propiolic acid C(C#C)(=O)O